5-Bromo-6-chloro-1-(3,4-difluoro-5-methoxyphenyl)-1H-indazole BrC=1C=C2C=NN(C2=CC1Cl)C1=CC(=C(C(=C1)OC)F)F